ClC=1C=2N(C=CC1SC=1N=C(C(=NC1C)N1CCC3([C@@H]([C@@H](OC3)C)NC(OC(C)(C)C)=O)CC1)CO)C=C(N2)C2=CC=C(C=C2)OC tert-butyl ((3S,4S)-8-(5-((8-chloro-2-(4-methoxyphenyl)imidazo[1,2-a]pyridin-7-yl)thio)-3-(hydroxymethyl)-6-methylpyrazin-2-yl)-3-methyl-2-oxa-8-azaspiro[4.5]decan-4-yl)carbamate